FC1=C(C=CC(=C1F)C1=CCC(CC1)C1CCC(CC1)CCC)C1=CC=C(C(=C1O)F)F 6-[2,3-Difluoro-4-[4-(4-propylcyclohexyl)cyclohex-1-enyl]phenyl]-2,3-difluoro-phenol